1,1,3-trifluoro-3-iodo-propane FC(CC(I)F)F